hexadec-3-ene-1,2-disulfonate C(C(C=CCCCCCCCCCCCC)S(=O)(=O)[O-])S(=O)(=O)[O-]